lead iodide cesium [Cs].[Pb](I)I